4-(4,4,5,5-tetramethyl-1,3,2-dioxaborolan-2-yl)-5,6-dihydropyridine-1(2H)-carboxylate CC1(OB(OC1(C)C)C1=CCN(CC1)C(=O)[O-])C